The molecule is a hydrochloride salt that is obtained by reaction of vanoxerine with two equivalents of hydrogen chloride. Potent, competitive inhibitor of dopamine uptake (Ki = 1 nM for inhibition of striatal dopamine uptake). Has > 100-fold lower affinity for the noradrenalin and 5-HT uptake carriers. Also a potent sigma ligand (IC50 = 48 nM). Centrally active following systemic administration. It has a role as a dopamine uptake inhibitor. It contains a vanoxerine(2+). C1CN(CCN1CCCC2=CC=CC=C2)CCOC(C3=CC=C(C=C3)F)C4=CC=C(C=C4)F.Cl.Cl